BrC1=CC=C2C(=C1)N(CC21CCOCC1)C(C)=O (6-bromo-2',3',5',6'-tetrahydrospiro[indolin-3,4'-pyran]-1-yl)ethan-1-one